CO[As](OC)OC trimethyl-arsenous acid